N[C@]1(COCC1)C(=O)O (3R)-3-aminotetrahydrofuran-3-carboxylic acid